COC(=O)C1=C(NC(=C1)C1=C2C(=NC=C1)N(C=C2)S(=O)(=O)C2=CC=CC=C2)C2=CC=CC1=C2SC2=C1C=CC=C2 Methyl-2-(dibenzo[b,d]thiophen-4-yl)-5-[1-(phenylsulfonyl)-1H-pyrrolo[2,3-b]pyridin-4-yl]-1H-pyrrole-3-carboxylate